CN(C1=C2C(=CC(OC2=CC=C1)=O)C)C 5-[dimethylamino]-4-methylcoumarin